COC1(CC1)C(=O)N1CCN(CC1)C=1C=2N(C=C(C1)S(=O)(=O)NC1(COC1)C)C(=NC2)C=2SC(=NN2)C(F)(F)F 8-(4-(1-methoxycyclopropane-1-carbonyl)piperazin-1-yl)-N-(3-methyloxetan-3-yl)-3-(5-(trifluoromethyl)-1,3,4-thiadiazol-2-yl)imidazo[1,5-a]pyridine-6-sulfonamide